FC1(CN(CC([C@H]1O)(C)C)C1=NC=CC(=N1)NC=1N=CC2=C(C=CC=C2C1)N1CC(C1)CS(=O)(=O)C)F (4R)-3,3-difluoro-1-[4-({8-[3-(methanesulfonylmeth-yl)azetidin-1-yl]isoquinolin-3-yl}amino)pyrimidin-2-yl]-5,5-dimethylpiperidin-4-ol